6-methyl-4-(1-methyl-6-oxo-1,6-dihydro-[3,3'-bipyridin]-4-yl)-2-(1-(trifluoromethyl)-1H-pyrazol-4-yl)-1,6-dihydro-7H-pyrrolo[2,3-c]pyridin-7-one CN1C(C2=C(C(=C1)C=1C(=CN(C(C1)=O)C)C=1C=NC=CC1)C=C(N2)C=2C=NN(C2)C(F)(F)F)=O